C(C)(C)(C)OC(=O)N1CCC2(NCCC3=C2NC2=CC=CC=C32)CC1 tert-butyl-2',3',4',9'-tetrahydrospiro[piperidine-4,1'-pyrido[3,4-b]indole]-1-carboxylate